(6Z,8E,10E,14Z)-eicosatetraenoic acid C(C=CC=C\C=C/C=C/CCCCCCCCCCC)(=O)O